C(C)C1(COC1)COC1(C(C=CC=C1)OCC1(COC1)CC)C1=CC=CC=C1 1,2-bis[(3-ethyloxetan-3-yl)methoxy]biphenyl